FC1=C(C(=C(C(=C1OB([O-])[O-])F)F)F)F (pentafluorophenyl)-borate